NC(C(=O)O)(CCCCB(O)O)C1CCN(CC1)CC1=CC=C(C=C1)C(F)(F)F 2-amino-6-borono-2-(1-(4-(trifluoromethyl)benzyl)piperidin-4-yl)hexanoic acid